FC=1C(=C(C=CC1)C1CCN(CC1)C=O)C(F)(F)F (4-(3-fluoro-2-(trifluoromethyl)phenyl)piperidin-1-yl)methanone